COC(COC=1C=CC2=C(N(C(S2)=O)C2=C(C=C(C=C2)C(F)(F)F)Cl)C1)=O (3-(2-chloro-4-(trifluoromethyl)phenyl)-2-oxo-2,3-dihydrobenzothiazol-5-yloxy)acetic acid methyl ester